CN(C(CCCCCCCCC)CCC\C=C/CCCCCCCCCCCCCC)C (14Z)-N,N-dimethylnonacosan-14-en-10-amine